P(=O)(O)(F)F.S(SN=C=O)N=C=O dithioisocyanate difluoro-phosphate